methyl (1S,3S)-3-((2-(5-chloro-3-(((5-(cyclopropylmethyl)-1,2,4-oxadiazol-3-yl)amino)methyl)thiophen-2-yl)-4-methylpyrimidin-5-yl)oxy)cyclohexane-1-carboxylate ClC1=CC(=C(S1)C1=NC=C(C(=N1)C)O[C@@H]1C[C@H](CCC1)C(=O)OC)CNC1=NOC(=N1)CC1CC1